CCCCC[C@H]1[C@@H](O1)[C@H](/C=C\\C/C=C\\C/C=C\\CCCC(=O)[O-])O The molecule is a 13-hydroxy-14,15-epoxy-(5Z,8Z,11Z)-icosatrienoate that is the conjugate base of 13(S)-hydroxy-(14S,15S)-epoxy-(5Z,8Z,11Z)-icosatrienoic acid, obtained by deprotonation of the carboxy group; major species at pH 7.3. It is a conjugate base of a (13S)-hydroxy-(14S,15S)-epoxy-(5Z,8Z,11Z)-icosatrienoic acid.